ClC1=C(C=CC(=C1)F)[C@@]12CN(C[C@H]2C1)C(NC=1C=NC(=CC1)OC)=S (1R,5S)-1-(2-chloro-4-fluorophenyl)-N-(6-methoxypyridin-3-yl)-3-azabicyclo[3.1.0]hexane-3-thioamide